CC1=NC=C(C=N1)C=1C=C(OC2=C(N=NN2)C(=O)O)C=CC1 5-(3-(2-methylpyrimidin-5-yl)phenoxy)-1H-1,2,3-triazole-4-carboxylic acid